ClC1=CC(=NC2=CC=C(C=C12)C(=O)OCC)C ethyl 4-chloro-2-methylquinoline-6-carboxylate